1-(4-chloro-1-phenyl-3-(pyridin-3-yl)-1H-pyrazol-5-yl)-3-((3S,4R)-4-(3,4-difluorophenyl)-1-(2-methoxyethyl)pyrrolidin-3-yl)urea ClC=1C(=NN(C1NC(=O)N[C@@H]1CN(C[C@H]1C1=CC(=C(C=C1)F)F)CCOC)C1=CC=CC=C1)C=1C=NC=CC1